C(C)(=O)C1=NN(C2=CC=C(C=C12)C=1C=NC(=NC1)C)CC(=O)N1[C@@H]2C[C@@]2(C[C@H]1C(=O)NCC1=C(C(=CC=C1)Cl)F)C (1R,3S,5R)-2-(2-(3-acetyl-5-(2-methylpyrimidin-5-yl)-1H-indazol-1-yl)acetyl)-N-(3-chloro-2-fluorobenzyl)-5-methyl-2-azabicyclo[3.1.0]hexane-3-carboxamide